C(CCCCCCCCCCCCCCC)OCCCCCCCCCCCCCCCCCC cetyl-stearyl ether